(S)-1-(cyclopropylmethyl)-3-(4-(2,4-difluorophenoxy)-3-(6-methyl-7-oxo-6,7-dihydro-1H-pyrrolo[2,3-c]pyridin-4-yl)phenyl)-5-methylimidazoline-2,4-dione C1(CC1)CN1C(N(C([C@@H]1C)=O)C1=CC(=C(C=C1)OC1=C(C=C(C=C1)F)F)C=1C2=C(C(N(C1)C)=O)NC=C2)=O